N-(1'-(2-(1,1-difluoroethyl)-6-(5-(difluoromethyl)-1-methyl-1H-pyrazol-4-yl)pyrimidin-4-yl)-1',2'-dihydrospiro[cyclopropane-1,3'-pyrrolo[3,2-c]pyridin]-6'-yl)acetamide FC(C)(F)C1=NC(=CC(=N1)N1CC2(C=3C=NC(=CC31)NC(C)=O)CC2)C=2C=NN(C2C(F)F)C